C(C1=CC=CC=C1)(=O)OC(NC1=C(C=CC(=C1)NC(=O)OC(C)(C)C)OC)=O (5-((tert-butoxycarbonyl)amino)-2-methoxyphenylcarbamoyl) benzoate